7-methoxy-4-oxo-1,4-dihydroquinoline-3-carbonitrile COC1=CC=C2C(C(=CNC2=C1)C#N)=O